4-{2-[({4-[2-(2-aminopyridin-3-yl)-5-cyclopropylimidazo[4,5-b]pyridin-3-yl]phenyl}methyl)amino]ethyl}-2-hydroxybenzaldehyde NC1=NC=CC=C1C1=NC=2C(=NC(=CC2)C2CC2)N1C1=CC=C(C=C1)CNCCC1=CC(=C(C=O)C=C1)O